Racemic-(6-fluoro-1,4-diazepan-1-yl)-[1-(4-methoxyphenyl)-1,4,6,7-tetrahydropyrano[4,3-c]pyrazol-3-yl]methanone F[C@@H]1CNCCN(C1)C(=O)C=1C2=C(N(N1)C1=CC=C(C=C1)OC)CCOC2 |r|